C1CC12N(CCC2)CCNC(=O)C=2C=C(C(=NC2)C)NC(=O)C=2C=NN1C2SC(=C1)C=1C(=NN(C1)C)OC N-(5-((2-(4-azaspiro[2.4]heptan-4-yl)ethyl)carbamoyl)-2-methylpyridin-3-yl)-2-(3-methoxy-1-methyl-1H-pyrazol-4-yl)pyrazolo[5,1-b]thiazole-7-carboxamide